C[C@@H]1N(C(CC1)=O)C1CCN(CC1)C1CC2(CN(C2)C(=O)[O-])CC1 6-(4-((S)-2-methyl-5-oxopyrrolidin-1-yl)piperidin-1-yl)-2-azaspiro[3.4]octane-2-carboxylate